C1(CC1)C1=C(C=NN1CC)C(=O)NC1=CC(=CC=C1)NS(=O)(=O)C 5-cyclopropyl-1-ethyl-N-(3-(methylsulfonamido)phenyl)-1H-pyrazole-4-carboxamide